BrC=1N=C2C(=NC1N1CCN(CC1)C(=O)OC(C)(C)C)NN=C2C2=C(C(=CC=C2)Cl)Cl tert-butyl 4-[5-bromo-3-(2,3-dichlorophenyl)-1H-pyrazolo[3,4-b]pyrazine-6-yl]piperazine-1-carboxylate